NC1=NC=CC(=C1Cl)SC1=CN=C(N=N1)N1CCC2(CC1)[C@@H](C1=CC=C(C=C1C2)Cl)N (S)-1'-(6-((2-amino-3-chloropyridin-4-yl)thio)-1,2,4-triazin-3-yl)-5-chloro-1,3-dihydrospiro[inden-2,4'-piperidin]-1-amine